1-(5-(2-fluorophenyl)-1-((3-(3-methoxypropoxy)phenyl)sulfonyl)-1H-pyrrol-3-yl)-N-Methylmethylamine hydrochloride Cl.FC1=C(C=CC=C1)C1=CC(=CN1S(=O)(=O)C1=CC(=CC=C1)OCCCOC)CNC